FC1CC1 2-fluorocyclopropane